N-(6-Aminopyridin-2-yl)-1-{[1-(4-methoxyphenyl)cyclopentyl]carbonyl}-D-prolinamide NC1=CC=CC(=N1)NC([C@@H]1N(CCC1)C(=O)C1(CCCC1)C1=CC=C(C=C1)OC)=O